methyl 5-methyl-7-oxidanyl-thieno[3,2-b]pyridine-3-carboxylate CC1=CC(=C2C(=N1)C(=CS2)C(=O)OC)O